ethyl 3-(4-chloro-2-fluorophenyl)-2,2-difluoro-3-hydroxypropanoate ClC1=CC(=C(C=C1)C(C(C(=O)OCC)(F)F)O)F